C1(CC1)CNC(=O)C=1SC=C(N1)C1=C(C=C(C(=C1)NC(=O)C1=CN(C(C=C1C(F)(F)F)=O)C)N1C[C@H](N([C@H](C1)C)C)C)F |r| N-(cyclopropylmethyl)-4-[2-fluoro-5-[[1-methyl-6-oxo-4-(trifluoromethyl)pyridine-3-carbonyl]amino]-4-[rac-(3R,5S)-3,4,5-trimethylpiperazin-1-yl]phenyl]-1,3-thiazole-2-carboxamide